2-[2-Hydroxy-5-[3-(methacryloyloxy)propyl]-3-tert-butylphenyl]-5-chloro-2H-benzotriazole OC1=C(C=C(C=C1C(C)(C)C)CCCOC(C(=C)C)=O)N1N=C2C(=N1)C=CC(=C2)Cl